C(C)OC(CCC=CC(CCCCCC)CCCC)=O 6-butyldodeca-4-enoic acid ethyl ester